C(#N)C=1C=CC(=C(C1)NS(=O)(=O)C=1C=C(C(=O)OC)C=CC1O)N1C(CCCC1)CCCO methyl 3-(N-(5-cyano-2-(2-(3-hydroxypropyl)piperidin-1-yl)phenyl)sulfamoyl)-4-hydroxybenzoate